(S)-cystine C([C@H](C(=O)O)N)SSC[C@@H](C(=O)O)N